COC(=C[SiH2]C)OC dimethoxyvinyl-methylsilane